FC=1C(=NC(=NC1)N[C@H]1[C@@H](COCC1)O)C1=CC=C2C(C=C(N(C2=C1)C(C)C)CNC1CC(C1)F)=O 7-(5-fluoro-2-(((3S,4R)-3-hydroxytetrahydro-2H-pyran-4-yl)amino)pyrimidin-4-yl)-2-((((1s,3S)-3-fluorocyclobutyl)amino)methyl)-1-isopropylquinolin-4(1H)-one